Butyl acrylate (Ethyl Methacrylate) C(C)C=C(C(=O)O)C.C(C=C)(=O)OCCCC